ClC1=CC=C(C=C1)C1=CC=2C3=C(C=NC2C=C1)N(/C(/N3C3=C(C=CC(=C3)C#N)C)=N\S(=O)(=O)C3=CC=C(C=C3)C)C (E)-N-(8-(4-chlorophenyl)-1-(5-cyano-2-methylphenyl)-3-methyl-1,3-dihydro-2H-imidazo[4,5-c]quinolin-2-ylidene)-4-methylbenzenesulfonamide